4-(4,4,5,5-tetramethyl-1,3,2-dioxaborolan-2-yl)pyridin CC1(OB(OC1(C)C)C1=CC=NC=C1)C